O1C(=CC=C1)CC1=C(SC=2C1=NC=CC2N)CNC [(furan-2-yl)methyl]-2-[(methylamino)methyl]thieno[3,2-b]pyridin-7-amine